CN1N=CC(=C1)C1=CC2=C(N[C@H](CN2)[C@@H](C2=CC=CC=C2)NC[C@H](C)C2=CC=C(C(=O)O)C=C2)N=C1 4-((R)-1-(((R)-((R)-7-(1-methyl-1H-pyrazol-4-yl)-1,2,3,4-tetrahydropyrido[2,3-b]pyrazin-3-yl)(phenyl)methyl)amino)propan-2-yl)benzoic acid